5-bromo-1,3-oxazinane-2,4-dione BrC1C(NC(OC1)=O)=O